ClC=1C(=NC=CC1C1=C(C(=CC=C1)NC1=NC=CC(=C1F)CNCC(C)O)C)C1=CC(=C(CNCC2CCC(N2)=O)C=C1)OC(F)F 5-(((4-(3-chloro-4-(3-((3-fluoro-4-(((2-hydroxypropyl)amino)methyl)pyridin-2-yl)amino)-2-methylphenyl)pyridin-2-yl)-2-(difluoromethoxy)benzyl)amino)methyl)pyrrolidin-2-one